ClC=1C=C(C=CC1C1=NC(=C(C=C1)F)C#N)S(=O)(=O)NC1CCC(CC1)O 3-chloro-4-(6-cyano-5-fluoropyridin-2-yl)-N-((1s,4s)-4-hydroxycyclohexyl)benzenesulfonamide